CNC1(CC1)C1=CC=C(C=C1)CNC(O[C@H]1[C@H](NC[C@@H]1O)CC1=CC=C(C=C1)C1=CN=CO1)=O (2R,3S,4S)-4-hydroxy-2-{[4-(1,3-oxazol-5-yl)phenyl]methyl}pyrrolidin-3-yl N-({4-[1-(methylamino)cyclopropyl]phenyl}methyl)carbamate